N-(5-(5-chloro-6-fluoro-7-(prop-1-en-2-yl)-1H-indazol-4-yl)pyrazolo[1,5-a]pyridin-2-yl)-2-fluorocyclopropane-1-carboxamide ClC=1C(=C2C=NNC2=C(C1F)C(=C)C)C1=CC=2N(C=C1)N=C(C2)NC(=O)C2C(C2)F